NC1=C(C=C(C=C1)C1=CC=C(C=C1)F)NC(C1=CC=C(C=C1)S(=O)(=N)C)=O N-[2-amino-5-(4-fluorophenyl)phenyl]-4-(methylsulfonimidoyl)benzamide